N-((R)-1-((4-(6-(cis-2,6-dimethylmorpholino)pyridin-2-yl)thiazol-2-yl)amino)-3-(methoxy)-1-oxopropan-2-yl)-1-(methylsulfonyl)-1H-pyrrole-3-carboxamide C[C@@H]1O[C@@H](CN(C1)C1=CC=CC(=N1)C=1N=C(SC1)NC([C@@H](COC)NC(=O)C1=CN(C=C1)S(=O)(=O)C)=O)C